tert-butyl (3-(3-(3-fluoro-4-(nonyloxy)phenyl)-1,2,4-oxadiazol-5-yl)propyl)carbamate FC=1C=C(C=CC1OCCCCCCCCC)C1=NOC(=N1)CCCNC(OC(C)(C)C)=O